diepoxyheptane C12C(CCCCC)(O1)O2